ClC/C=C/C(=O)N1CC2=C(C3=C(N=CN=C3NC3=CC(=C(C=C3)OC=3C=NC(=CC3)OC)C)S2)CC1 (E)-4-chloro-1-(4-((4-((6-methoxypyridin-3-yl)oxy)-3-methylphenyl)amino)-5,8-dihydropyrido[4',3':4,5]thieno[2,3-d]pyrimidin-7(6H)-yl)but-2-en-1-one